C1CCC2=CC(=CC=C12)OCC(=O)N(CC=1SC=CC1)C=1C=NC=CC1 2-(2,3-dihydro-1H-inden-5-yloxy)-N-(pyridin-3-yl)-N-(thiophen-2-ylmethyl)acetamide